2-((8-chloroquinazolin-4-yl)amino)-4-((2-methoxyethyl)(4-(5,6,7,8-tetrahydro-1,8-naphthyridin-2-yl)butyl)amino)butanoic acid ClC=1C=CC=C2C(=NC=NC12)NC(C(=O)O)CCN(CCCCC1=NC=2NCCCC2C=C1)CCOC